ClC1=CC=C(C=C1)C1=NC(=NC(=C1)N1CCN(CC1)C1=CC=C(C=C1)F)C=1C=NC=CC1 (4-chlorophenyl)-6-(4-(4-fluorophenyl)piperazin-1-yl)-2-(pyridin-3-yl)pyrimidine